C(#N)C(=C1C(C1=C(C1=C(C(=C(C(=C1F)F)C#N)F)F)C#N)C(C1=C(C(=C(C#N)C(=C1F)F)F)F)C#N)C1=C(C(=C(C(=C1F)F)C#N)F)F 4-[[2,3-bis[cyano-(4-cyano-2,3,5,6-tetrafluorophenyl)methylene]cyclopropyl]-cyanomethyl]-2,3,5,6-tetrafluorobenzonitrile